[(2E,6E)-3,7,11-trimethyldodeca-2,6,10-trienyl]decanoate C\C(=C/COC(CCCCCCCCC)=O)\CC\C=C(\CCC=C(C)C)/C